nonadecyl salicylate C(C=1C(O)=CC=CC1)(=O)OCCCCCCCCCCCCCCCCCCC